erbium cis-vaccenate C(CCCCCCCCC\C=C/CCCCCC)(=O)[O-].[Er+3].C(CCCCCCCCC\C=C/CCCCCC)(=O)[O-].C(CCCCCCCCC\C=C/CCCCCC)(=O)[O-]